4-piperidin-4-yl(pyridin-4-yl)methanone N1CCC(CC1)C1(CC=NC=C1)C=O